O=C1NC=CC(=C1)NC(NCCCCCCCCCCCCCCC(=O)O)=O 15-(3-(2-oxo-1,2-dihydropyridin-4-yl)ureido)pentadecanoic acid